N-[3-[2-(difluoromethoxy)-5-(3-morpholin-2-ylphenoxy)phenyl]-1-methyl-pyrazol-4-yl]pyrazolo[1,5-a]pyrimidine-3-carboxamide FC(OC1=C(C=C(C=C1)OC1=CC(=CC=C1)C1CNCCO1)C1=NN(C=C1NC(=O)C=1C=NN2C1N=CC=C2)C)F